N1(N=CC=2C1=NC=CC2)CC2(CC1(CNC(O1)=O)CCC2)C 7-((1H-pyrazolo[3,4-b]pyridin-1-yl)methyl)-7-methyl-1-oxa-3-azaspiro[4.5]decan-2-one